oxoperylene O=C1CC=C2C=CC=C3C4=CC=CC5=CC=CC(C1=C23)=C45